ClC1=C(C=CC(=C1)F)/C=C/C(=O)NN1C(=C(C(C=C1)=C=O)O)C (trans)-3-(2-chloro-4-fluorophenyl)-N-(3-hydroxy-2-methyl-4-carbonylpyridine-1(4H)-yl)acrylamide